C[C@@H]1O[C@H](CN(C1)C1=NC=C(C=N1)C1=C2C=C(C(=CC2=CC2=C1C(OC2)=O)OC)OC)C 9-(2-((2S,6S)-2,6-dimethylmorpholino)pyrimidin-5-yl)-6,7-dimethoxynaphtho[2,3-c]furan-1(3H)-one